C(C)(C)(C)OC(=O)N1[C@@H](COCC1)C=1C(=CC=C2CCN(CC12)C1CCOCC1)C=1C=C2C(=NC1)NC=C2C (R)-3-(7-(3-methyl-1H-pyrrolo[2,3-b]pyridin-5-yl)-2-(tetrahydro-2H-pyran-4-yl)-1,2,3,4-tetrahydroisoquinolin-8-yl)morpholine-4-carboxylic acid tert-butyl ester